O1COC1 1,3-dioxetan